C(C)(=O)NC=1N=C2N(N=C(C=C2)C=2C=CC(=C(C2)N2OCC[C@H]2C2=CC=CC=C2)C)C1 (S)-N-(5-(2-acetamidoimidazo[1,2-b]pyridazin-6-yl)-2-methylphenyl)-3-phenylisoxazolidine